O=C1NC(CCC1N1C(C2=CC=C(C=C2C1=O)N1CC2(CCC1)CCN(CC2)C2CCNCC2)=O)=O 2-(2,6-dioxopiperidin-3-yl)-5-(9-(piperidin-4-yl)-2,9-diazaspiro[5.5]undecan-2-yl)isoindoline-1,3-dione